CN1C(C2(C=3C1=CC=1C(=NN=C(C1C3)C)N[C@H](C)C3=C(C(=CC=C3)C(C(C)(C)O)(F)F)C)CCCC2)=O 1',5'-dimethyl-8'-[[(1R)-1-[3-(1,1-difluoro-2-hydroxy-2-methyl-propyl)-2-methyl-phenyl]ethyl]amino]spiro[cyclopentane-1,3'-pyrrolo[2,3-g]phthalazine]-2'-one